methyl 2-(((tert-butoxycarbonyl)amino)methyl)-3,5-dimethylbenzofuran-7-carboxylate C(C)(C)(C)OC(=O)NCC=1OC2=C(C1C)C=C(C=C2C(=O)OC)C